methyl 5-(2-cyano-1H-pyrrol-1-yl)-2-fluoro-4-nitrobenzoate C(#N)C=1N(C=CC1)C=1C(=CC(=C(C(=O)OC)C1)F)[N+](=O)[O-]